molybdenum-copper oxide [Cu]=O.[Mo]